N1=CC(CC2=CC=CC=C12)=O Quinolin-3(4H)-one